[Pb+2].P(=O)([O-])([O-])[O-].[Pb+2] lead phosphate compound with lead